C(C1=CC=CC=C1)OC(NCCBr)=O (2-bromo-ethyl)-carbamic acid benzyl ester